2-{2-[(5-cyclopropyl-4-phenyl-4H-1,2,4-triazol-3-yl)sulfanyl]acetamido}-4,5,6,7-tetrahydro-1-benzothiophene-3-carboxamide C1(CC1)C=1N(C(=NN1)SCC(=O)NC=1SC2=C(C1C(=O)N)CCCC2)C2=CC=CC=C2